OC(C)C=1C=C(C=C2C(N(C=3N(C12)C=NC3C=3CCN(CC3)C(=O)OC(C)(C)C)C)=O)C tert-butyl 4-(9-(1-hydroxyethyl)-4,7-dimethyl-5-oxo-4,5-dihydroimidazo[1,5-a]quinazolin-3-yl)-3,6-dihydropyridine-1(2H)-carboxylate